FC(C(=O)O)(F)F.NCC(CC=1N(C(NN1)=O)C=1C=NC(=CC1)C=1C=NN(C1)CC)=C(F)F [2-(aminomethyl)-3,3-difluoro-allyl]-4-[6-(1-ethylpyrazol-4-yl)-3-pyridinyl]-1,2,4-triazol-3-one trifluoroacetate salt